(S)-1-(1-((3,5-Dimethylisoxazol-4-yl)oxy)-8-((1,1,1-trifluoropropan-2-yl)oxy)isoquinolin-6-yl)-4-ethyl-3-(hydroxymethyl)-1H-1,2,4-triazol-5(4H)-one CC1=NOC(=C1OC1=NC=CC2=CC(=CC(=C12)O[C@H](C(F)(F)F)C)N1N=C(N(C1=O)CC)CO)C